phenyl (pyrrolidine-1-yl) ketone N1(CCCC1)C(=O)C1=CC=CC=C1